2-((R)-1-(7,7-difluoro-2-((S)-2-methylazetidin-1-yl)-6,7-dihydro-5H-cyclopenta[d]pyrimidin-4-yl)pyrrolidin-3-yl)-1-(piperazine-1-yl)ethan-1-one FC1(CCC2=C1N=C(N=C2N2C[C@H](CC2)CC(=O)N2CCNCC2)N2[C@H](CC2)C)F